ClC=1C=CC=2C(=C([N+](=CC(N2)=O)[O-])C2=C(C=CC=C2)Cl)C1 7-chloro-2-oxo-5-(2-chlorophenyl)-1,4-benzodiazepine-4-oxide